COC1=CC=C(C=NNC(=O)C=2C(=NC=CN2)C(C)NC(C2=CC(=CC(=C2)C(F)(F)F)C(F)(F)F)=O)C=C1 N-(1-(3-(2-(4-methoxybenzylidene)hydrazine-1-carbonyl)pyrazin-2-yl)ethyl)-3,5-bis(trifluoromethyl)benzamide